difluoro-2-(3-(morpholinomethyl)phenyl)acetamide FC(C(=O)N)(C1=CC(=CC=C1)CN1CCOCC1)F